(S)-N-(4-(3-aminopiperidin-1-yl)-5-(4-morpholinophenyl)pyridin-2-yl)-2-(2-fluoro-6-methoxyphenyl)pyrimidin-4-amine N[C@@H]1CN(CCC1)C1=CC(=NC=C1C1=CC=C(C=C1)N1CCOCC1)NC1=NC(=NC=C1)C1=C(C=CC=C1OC)F